C(C)N1C(C2=CC(=CC=C2C(N1)=O)[N+](=O)[O-])=O 2-ethyl-7-nitro-2,3-dihydro-phthalazine-1,4-dione